4-(1-((4-methoxyphenyl)sulfonyl)-1H-pyrrolo[2,3-c]pyridin-4-yl)benzonitrile COC1=CC=C(C=C1)S(=O)(=O)N1C=CC=2C1=CN=CC2C2=CC=C(C#N)C=C2